CC(C=O)CC1=CC=C(C=C1)C(C)(C)C 2-methyl-3-(4-tertbutylphenyl)propanal